F[C@@H]1[C@@H](C1)C(=O)NC=1N=C2N(C=C(C=C2)C2=C(C=CC=C2)C)C1 (1s,2s)-2-fluoro-N-(6-(o-tolyl)imidazo[1,2-a]pyridin-2-yl)cyclopropanecarboxamide